C(C)OC(CC(C(=O)OC)=C)=O Itaconic acid methyl ethyl ester